C(C)C1=C(OC=2C=CC(=C(C(=O)N)C2)C2CN(CC2)C(=O)C2=NC=CC=C2)C=CC=C1 5-(2-ethylphenoxy)-2-(1-pyridineformylpyrrolidin-3-yl)benzamide